C(CCCC)(=O)OCC\C=C/CC (Z)-3-Hexenyl Valerate